(S)-tert-butyl (1-(4-bromo-2-(trifluoromethyl)phenoxy)-4-methylpentan-2-yl)carbamate BrC1=CC(=C(OC[C@H](CC(C)C)NC(OC(C)(C)C)=O)C=C1)C(F)(F)F